Cl.COC=1C=C2CNCC2=CC1OC 5,6-dimethoxyisoindoline hydrochloride